[Si](C)(C)(C(C)(C)C)OCC(=C)C=1C=NC=C(C1)C1=CC(=C(C=C1)OC)OC(C)C 3-((tert-butyl-dimethylsilyloxy)prop-1-en-2-yl)-5-(3-isopropoxy-4-methoxyphenyl)pyridine